2-chloro-6-(3-methoxytetrahydrofuran-3-yloxy)-4-(oxetan-3-yloxy)pyridine ClC1=NC(=CC(=C1)OC1COC1)OC1(COCC1)OC